2-Amino-6-cyano-6-(2-cyclopropylethyl)-7-oxo-4,5,6,7-tetrahydrobenzo[b]thiophene-3-carboxylic acid NC1=C(C2=C(S1)C(C(CC2)(CCC2CC2)C#N)=O)C(=O)O